BrC1=C(C(=CC(=C1)Cl)Br)C(=C)C 1,3-dibromo-5-chloro-2-(prop-1-en-2-yl)benzene